2,2'-bis(2-hydroxyethoxy)-1,1'-bianthryl OCCOC1=C(C2=CC3=CC=CC=C3C=C2C=C1)C1=C(C=CC2=CC3=CC=CC=C3C=C12)OCCO